CC(C(=O)N1CC2=C(CC1)C(=NN2)C(=O)N2CCC(CC2)C2=C(C=CC=C2)C(F)(F)F)C 2-methyl-1-(3-(4-(2-(trifluoromethyl)phenyl)piperidine-1-carbonyl)-1,4,5,7-tetrahydro-6H-pyrazolo[3,4-c]pyridin-6-yl)propan-1-one